C1(=CC=CC=C1)C=C 2-phenylethen